tertiary butyl-benzyl-ammonium iodide [I-].C(C)(C)(C)[NH2+]CC1=CC=CC=C1